OC[C@H]1NC=2C=CC(=CC2[C@@H]2[C@H]1CCN2C(=O)OCC2=CC=CC=C2)C2=CC=C(C=C2)OC benzyl (3aS,4S,9bS)-4-(hydroxymethyl)-8-(4-methoxy-phenyl)-2,3,3a,4,5,9b-hexahydro-1H-pyrrolo[3,2-c]quinoline-1-carboxylate